NC=1C=C(C#N)C=CC1N1CCC(CC1)[C@@H](F)C1=C(C=C(C=C1)F)F (R)-3-amino-4-(4-((2,4-difluorophenyl)fluoromethyl)piperidin-1-yl)benzonitrile